C(CCCCCCCC)C(CC(=O)O)CCCCCCC\C=C/CCCCCCCC (Z)-3-nonylicos-11-enoic acid